BrC1=CC=C(C=C1)CCNCC[C@]1(CCOC2(CCCC2)C1)C1=NC=CC=C1 [2-(4-bromophenyl)ethyl]({2-[(9R)-9-(pyridin-2-yl)-6-oxaspiro[4.5]decan-9-yl]ethyl})amine